CC(CCCCCCCCC)O methyl-decanol